Cl.NC1=C2C(=NC=N1)N(N=C2C=2C=NC=C(C2)O)C(C)C=2OC(C1=CC=CC=C1C2C2=CC(=CC=C2)CN(C)C)=O 3-(1-(4-Amino-3-(5-hydroxypyridin-3-yl)-1H-pyrazolo[3,4-d]pyrimidin-1-yl)ethyl)-4-(3-((dimethylamino)methyl)phenyl)-1H-isochromen-1-one hydrochloride